4-(4-((4-(4'-chloro-5'-oxo-5'H-spiro[cyclohexane-1,7'-indolo[1,2-a]quinazolin]-10'-yl)piperidin-1-yl)methyl)piperidin-1-yl)-2-(2,6-dioxopiperidin-3-yl)isoindoline-1,3-dione ClC=1C=2C(N=C3N(C2C=CC1)C1=CC(=CC=C1C31CCCCC1)C1CCN(CC1)CC1CCN(CC1)C1=C3C(N(C(C3=CC=C1)=O)C1C(NC(CC1)=O)=O)=O)=O